N-(2-(1-cyclopropylethyl)-3-oxoisoindolin-4-yl)-6,7-dihydro-5H-cyclopenta[b]pyridine-4-carboxamide C1(CC1)C(C)N1CC2=CC=CC(=C2C1=O)NC(=O)C1=C2C(=NC=C1)CCC2